FC=1C=C(C=CC1F)[C@H]1[C@@H](CN(C1)CCOC)NC(=O)NC1=C(C(=NN1C1=CC=CC=C1)[C@@H]1C[C@@H](C1)O)C 1-((3S,4R)-4-(3,4-difluorophenyl)-1-(2-methoxyethyl)pyrrolidin-3-yl)-3-(3-(cis-3-hydroxycyclobutyl)-4-methyl-1-phenyl-1H-pyrazol-5-yl)urea